CN(S(=O)(=O)C=1SC(=CC1)S(=O)(=O)N(C1=C(C=CC=C1)N1CCCCC1)C)C N2,N2,N5-Trimethyl-N5-[2-(1-piperidinyl)phenyl]thiophene-2,5-disulfonamide